(3S)-3-({N-[(4-methoxy-1H-indol-2-yl) carbonyl]-L-leucyl}amino)-2-oxo-4-[(3S)-2-oxopyrrolidin-3-yl]butyl 2,4-dimethylpyridine-3-carboxylate CC1=NC=CC(=C1C(=O)OCC([C@H](C[C@H]1C(NCC1)=O)NC([C@@H](NC(=O)C=1NC2=CC=CC(=C2C1)OC)CC(C)C)=O)=O)C